FC=1C(=C(C=CC1)C=1CCN(C(C1)=O)CC1=NC2=C(N1C[C@H]1OCC1)C=C(C=C2)C(=O)OC)O methyl (S)-2-((4-(3-fluoro-2-hydroxyphenyl)-6-oxo-3,6-dihydropyridin-1(2H)-yl) methyl)-1-(oxetan-2-ylmethyl)-1H-benzo(d)imidazole-6-carboxylate